NCCOCCOCCC(=O)NC1=C(C(=O)NC=2SC(=C(N2)C2CCN(CC2)C)C)C=CC=C1 2-(3-(2-(2-Aminoethoxy)ethoxy)propanamido)-N-(5-methyl-4-(1-methylpiperidin-4-yl)thiazol-2-yl)benzamide